FC=1C=C(C=CC1)C1=NNC2=NC=CC(=C21)C=2C=C(N)C=CC2 3-[3-(3-fluorophenyl)-1H-pyrazolo[3,4-b]pyridin-4-yl]aniline